4-(benzyloxy)-N-(2-{1-[(2-hydroxy-3-methoxyphenyl)methyl]piperidin-4-yl}ethyl)benzamide C(C1=CC=CC=C1)OC1=CC=C(C(=O)NCCC2CCN(CC2)CC2=C(C(=CC=C2)OC)O)C=C1